3-(butylmercapto)propionic acid C(CCC)SCCC(=O)O